methyl (2-cyano-5-methylphenyl)carbamate C(#N)C1=C(C=C(C=C1)C)NC(OC)=O